(S)-(3-cyano-1-(3-(trifluoromethoxy)phenyl)propyl)carbamic acid tert-butyl ester C(C)(C)(C)OC(N[C@@H](CCC#N)C1=CC(=CC=C1)OC(F)(F)F)=O